C([O-])(O)=O.C(CCCCCCCCCCCCCCC)[N+]1=CC=CC=C1 N-cetyl-pyridinium bicarbonate